ClC1=C(CC2=CNC3=NC=CC(=C32)NC3CCC(CC3)CO)C=CC(=C1)OC1=CC=CC=C1 ((1s,4s)-4-((3-(2-Chloro-4-phenoxybenzyl)-1H-pyrrolo[2,3-b]pyridin-4-yl)amino)Cyclohexyl)methanol